methyl 2-chloro-6-methoxy-4-(4,4,5,5-tetramethyl-1,3,2-dioxaborolan-2-yl)benzoate ClC1=C(C(=O)OC)C(=CC(=C1)B1OC(C(O1)(C)C)(C)C)OC